(7-fluoro-1H-indazol-4-yl)boronic acid FC=1C=CC(=C2C=NNC12)B(O)O